[NH4+].S(=O)([O-])[O-].[Fe+2] ferrous sulfite ammonium salt